C1C2=C(C=CN1)C(=CC=C2)OC=2C=C(C=CC2)C=2NC(=CN2)C=O 2-(3-((1H-benzo[d]pyridine-5-yl)oxy)phenyl)-1H-imidazole-5-carbaldehyde